1-allyl-7-(((1S)-1-(4-(1-hydroxyhex-5-en-1-yl)phenyl)ethyl)amino)-1,4-dihydro-2H-pyrimido[4,5-d][1,3]oxazin-2-one C(C=C)N1C(OCC2=C1N=C(N=C2)N[C@@H](C)C2=CC=C(C=C2)C(CCCC=C)O)=O